FC=1C=C(C=C(C1)F)[C@@H]1CC=NN1C(=O)N1CC(C1)OC1=CC(=NC=C1F)N1N=C(C(=C1C)C(=O)N[C@@H]1COCC1)C 1-(4-((1-((S)-5-(3,5-difluorophenyl)-4,5-dihydro-1H-pyrazole-1-carbonyl)azetidin-3-yl)oxy)-5-fluoropyridin-2-yl)-3,5-dimethyl-N-((S)-tetrahydrofuran-3-yl)-1H-pyrazole-4-carboxamide